C(C)S(=O)(=O)C1=C(N=C2N1C=C(C=C2)I)C2=NC=1C(=NC=C(C1)C(F)(F)F)N2C 2-(3-ethylsulfonyl-6-iodo-imidazo[1,2-a]pyridin-2-yl)-3-methyl-6-(trifluoromethyl)imidazo[4,5-b]pyridine